tert-Butyl 3-(5-(hydroxymethyl)-7-(thiazol-2-yl)-4-(trifluoromethoxy)benzo[d]oxazol-2-yl)-3,8-diazabicyclo[3.2.1]octane-8-carboxylate OCC=1C=C(C2=C(N=C(O2)N2CC3CCC(C2)N3C(=O)OC(C)(C)C)C1OC(F)(F)F)C=1SC=CN1